L-2-amino-4-chlorobutyric acid ethyl ester-L-tartrate salt C(=O)(O)[C@H](O)[C@@H](O)C(=O)O.C(C)OC([C@H](CCCl)N)=O